NC=1C2=C(N=CN1)N(C=C2C#CC=2C=CC1=C(N=C(O1)C(F)F)C2)[C@@H]2CN(CC2)C(C=C)=O (S)-1-(3-(4-amino-5-((2-(difluoromethyl)benzo[d]oxazol-5-yl)ethynyl)-7H-pyrrolo[2,3-d]pyrimidin-7-yl)pyrrolidin-1-yl)prop-2-en-1-one